N-(3-(2-amino-8-methyl-7-oxo-7,8-dihydropyrido[2,3-d]pyrimidin-6-yl)-2,4-difluorophenyl)-6-chloropyridine-3-sulfonamide NC=1N=CC2=C(N1)N(C(C(=C2)C=2C(=C(C=CC2F)NS(=O)(=O)C=2C=NC(=CC2)Cl)F)=O)C